C1(=CC=CC=C1)[C@H]([C@H]1CNC2=C(N1)N=CC=C2)NC[C@@H](C)C2=CC(=CS2)CC(=O)O |&1:19| 2-(5-((R and S)-1-(((R)-phenyl((R)-1,2,3,4-tetrahydropyrido[2,3-b]pyrazin-3-yl)methyl)amino)propan-2-yl)thiophen-3-yl)acetic acid